COC[C@H]([C@H]([C@@H]([C@H](C=O)O)O)O)O The molecule is a D-aldohexose that is D-glucose in which the hydrogen of the hydroxy group at position 6 has been substituted by a methyl group. It derives from an aldehydo-D-glucose.